(E)-N-(4-(1-(6-(4-(4-((2-(2,6-dioxopiperidin-3-yl)-1-oxoisoindoline-5-yl)methyl)piperazin-1-yl)piperidin-1-yl)pyridazin-3-carbonyl)piperidin-4-yl)butyl)-3-(pyridin-3-yl)acrylamide O=C1NC(CCC1N1C(C2=CC=C(C=C2C1)CN1CCN(CC1)C1CCN(CC1)C1=CC=C(N=N1)C(=O)N1CCC(CC1)CCCCNC(\C=C\C=1C=NC=CC1)=O)=O)=O